OC(CCCCCCCCCCCCCCC(=O)O)CCC(CCCCCC)O 16,19-Dihydroxypentacosanoic acid